F[C@H]1C[C@@H](CNC1)NC1=NC=CC(=N1)C1=C(N=C(S1)C)OC1=CC=C(C2=CC=CC=C12)S(=O)(=O)NCC(F)(F)F 4-[5-[2-[[(3S,5S)-5-fluoro-3-piperidyl]amino]pyrimidin-4-yl]-2-methyl-thiazol-4-yl]oxy-N-(2,2,2-trifluoroethyl)naphthalene-1-sulfonamide